1-[4-[(6,7-Dimethoxy-1-isoquinolinyl)amino]phenyl]pyrrolidin-2-one COC=1C=C2C=CN=C(C2=CC1OC)NC1=CC=C(C=C1)N1C(CCC1)=O